C(C1=CC=CC=C1)O[C@@H]1C[C@]2(N(C=3C(=NN=C(C3)C3=C(C(=CC=C3)F)OC)NC2)C1)CC (6aR,8R)-8-(benzyloxy)-6a-ethyl-2-(3-fluoro-2-methoxyphenyl)-5,6,6a,7,8,9-hexa-hydropyrrolo[1',2':4,5]pyrazino[2,3-c]pyridazine